C1(C(C=CC=C1)=NO)=NO 2-benzoquinone dioxime